COC(CCCCCCCC=CCC(CCCCCC)OC1=C(C=C(C=C1)C=O)OCC)=O 12-(2-ethoxy-4-formylphenoxy)octadec-9-enoic acid methyl ester